CON(C(=O)C1CCC(CC1)NC(OC(C)(C)C)=O)C tert-butyl {(1r,4r)-4-[methoxy(methyl)carbamoyl]cyclohexyl}carbamate